C(CNCC(=O)OC)NCC(=O)OC Dimethyl 2,2'-(ethane-1,2-diylbis(azanediyl))diacetate